C1(CCCCC1)OC1=NC=CC=C1C=1C(=CC(=C(C1)NC(=O)C1=CNC(C=C1C(F)(F)F)=O)N1C[C@@H](N([C@@H](C1)C)C)C)F N-(5-(2-(cyclohexyloxy)pyridin-3-yl)-4-fluoro-2-((3S,5R)-3,4,5-trimethylpiperazin-1-yl)phenyl)-6-oxo-4-(trifluoromethyl)-1,6-dihydropyridine-3-carboxamide